4-(2-(6-(2,6-dichloro-4-(trifluoromethoxy)phenyl)-1,1-dioxido-1,2,6-thiadiazinan-2-yl)acetamido)adamantane-1-carboxamide ClC1=C(C(=CC(=C1)OC(F)(F)F)Cl)N1CCCN(S1(=O)=O)CC(=O)NC1C2CC3(CC(CC1C3)C2)C(=O)N